azobis(2,2'-isovaleronitrile) N(=NC(C#N)C(C)C)C(C#N)C(C)C